6-amino-1,3-dihydroisobenzofuran NC1=CC=C2COCC2=C1